ClC1=C2C=CN=CC2=C(C(=C1)F)COC=1C(=CC(=C(C1)N1C(NC=2C(C1=O)=C(SC2)C(=O)O)=O)F)OC 3-{5-[(5-chloro-7-fluoroisoquinolin-8-yl)methoxy]-2-fluoro-4-methoxyphenyl}-2,4-dioxo-1H-thieno[3,4-d]pyrimidine-5-carboxylic acid